(1-((R)-2-ethylpiperazin-1-yl)ethyl)quinoxaline C(C)[C@H]1N(CCNC1)C(C)C1=NC2=CC=CC=C2N=C1